CN(C(C1=CC(=CC=C1)CCOC1=CC=C(C=C1)NC(=O)NCC(=O)NC1=CC=C(C=C1)N[C@@H]1C[C@@H](N(C2=CC=CC=C12)C(CC)=O)C)=O)C N,N-Dimethyl-3-(2-(4-(3-(2-((4-(((2S,4R)-2-methyl-1-propionyl-1,2,3,4-tetrahydroquinolin-4-yl)amino)phenyl)amino)-2-oxoethyl)ureido)phenoxy)ethyl)benzamide